ClC=1C=C(C=2C(CCCC2C1C)=O)NC(C)=O N-(3-chloro-4-methyl-8-oxo-5,6,7,8-tetrahydronaphthalen-1-yl)acetamide